2-methoxy-7-azaspiro[3.5]nonane COC1CC2(C1)CCNCC2